C1CCN2C1CCCCCC2 decahydropyrrolo[1,2-a]azocin